C(CCC)C1=NC=2C(=C3C(=NC2NC(C)(C)C)C=C(S3)C3CCN(CC3)CCOC)N1CC1CCN(CC1)C(=O)OC(C)(C)C tert-butyl 4-({2-butyl-7-[1-(2-methoxyethyl)hexahydropyridin-4-yl]-4-(tert-butylamino)thieno[3,2-b]imidazo[4,5-d]pyridin-1-yl}methyl)hexahydropyridine-1-carboxylate